C1C2CCC1C=1N2C=2C(N1)=C(C=CC2)N 1,2,3,4-tetrahydro-1,4-methylenebenzo[4,5]imidazo[1,2-a]pyridin-6-amine